C(C)(C)(C)OC(=O)N[C@H](COCC(=O)OC(C)(C)C)C tert-butyl (S)-2-(2-((tert-butoxycarbonyl)amino)propoxy)acetate